6-(Cyclopropylmethoxy)-N-[(2S)-1-(fluoromethoxy)-4-methylpentan-2-yl]-5-(pyrrolidin-1-yl)pyridine-2-carboxamide C1(CC1)COC1=C(C=CC(=N1)C(=O)N[C@H](COCF)CC(C)C)N1CCCC1